5-(4-fluorophenyl)-N-[4-[(7-methoxy-1,5-naphthyridin-4-yl)oxy]phenyl]-6-methyl-4-oxo-1-propan-2-ylpyridine-3-carboxamide FC1=CC=C(C=C1)C=1C(C(=CN(C1C)C(C)C)C(=O)NC1=CC=C(C=C1)OC1=CC=NC2=CC(=CN=C12)OC)=O